C(C)(C)(C)OC(=O)N(C(OC(C)(C)C)=O)C1=NOC=2C1=NC=CC2C2=C(C=1C(NCCC1N2)=O)NC2=C(C(=CC=C2)Cl)OC tert-butyl N-(tert-butoxycarbonyl)-N-(7-{3-[(3-chloro-2-methoxyphenyl)amino]-4-oxo-1H,5H,6H,7H-pyrrolo[3,2-c]pyridin-2-yl}-[1,2]oxazolo[4,5-b]pyridin-3-yl)carbamate